ClC1=NN2C(N=CC3=C2[C@@](C[C@@H]3C(=O)NC=3C=NC(=C(C3)C(F)F)N3N=CC=N3)(C(F)(F)F)C)=C1 (6S,8R)-2-chloro-N-(5-(difluoro-methyl)-6-(2H-1,2,3-triazol-2-yl)pyridin-3-yl)-8-methyl-8-(trifluoromethyl)-7,8-dihydro-6H-cyclopenta[e]pyrazolo[1,5-a]pyrimidine-6-carboxamide